1,5,9-trinitro-2,3,6,7,10,11-hexamethoxytriphenylene [N+](=O)([O-])C1=C(C(=CC=2C3=C(C(=C(C=C3C3=C(C(=C(C=C3C12)OC)OC)[N+](=O)[O-])OC)OC)[N+](=O)[O-])OC)OC